N-methyl-N-(4-nitrophenyl)hydroxylamine CN(O)C1=CC=C(C=C1)[N+](=O)[O-]